Fmoc-mercaptocarboxylic acid C(=O)(OCC1C2=CC=CC=C2C2=CC=CC=C12)SC(=O)O